CC1=CC=CC2=CC=CC=C12 1-methylnaphthalene